tert-butyl 2-((1,3,3-trimethyl ureido)methyl)-7,8-dihydro-4H-pyrazolo[1,5-a][1,4]diazepine-5(6H)-carboxylate CN(C(=O)N(C)C)CC1=NN2C(CN(CCC2)C(=O)OC(C)(C)C)=C1